[F-].[F-].[F-].[Y+3] Yttrium trifluorid